FC(S(=O)(=O)NC1=CC(=C(C=C1)C1=NNC(=C1C(=O)N)NC1=NC=CN=C1)O[C@H](C)C1=CC=C(C=C1)F)F 3-[4-(difluoromethanesulfonamido)-2-[(1R)-1-(4-fluorophenyl)ethoxy]phenyl]-5-[(pyrazin-2-yl)amino]-1H-pyrazole-4-carboxamide